NC1=NN(C(=C1)C=1C(=CC(=C2C[C@H]([C@H](C12)O)F)[C@H]1C[C@@H]([C@@H](C=2C=C(C=C(C12)C#N)F)F)F)F)C (5R,6S,8R)-8-[(1S,2R)-7-(3-amino-1-methyl-5-pyrazolyl)-2,6-difluoro-1-hydroxy-4-indanyl]-3,5,6-trifluoro-5,6,7,8-tetrahydro-1-naphthonitrile